β-D-Galactopyranosyl-(1→6)-α-D-mannopyranosyl-(1→2)-D-glucose [C@@H]1([C@H](O)[C@@H](O)[C@@H](O)[C@H](O1)CO)OC[C@@H]1[C@H]([C@@H]([C@@H]([C@H](O1)O[C@@H](C=O)[C@@H](O)[C@H](O)[C@H](O)CO)O)O)O